2-(1-(1-methylpiperidin-4-yl)-1H-pyrazol-4-yl)-1H-pyrrole CN1CCC(CC1)N1N=CC(=C1)C=1NC=CC1